C1=C(C=CC2=CC=CC=C12)C1=CC=CC=2N1N=CC2C(=O)N2CCCCC2 (7-(naphthalen-2-yl)pyrazolo[1,5-a]pyridin-3-yl)(piperidin-1-yl)methanone